3-(5-(4-(2-(1-(isoindolin-5-ylmethyl)piperidin-4-yl)acetyl)piperazin-1-yl)-1-oxoisoindolin-2-yl)piperidine-2,6-dione hydrochloride Cl.C1NCC2=CC(=CC=C12)CN1CCC(CC1)CC(=O)N1CCN(CC1)C=1C=C2CN(C(C2=CC1)=O)C1C(NC(CC1)=O)=O